1-ethyl-4-fluoro-N-(6-(1-methyl-1H-pyrazol-4-yl)isoquinolin-3-yl)piperidine-4-carboxamide C(C)N1CCC(CC1)(C(=O)NC=1N=CC2=CC=C(C=C2C1)C=1C=NN(C1)C)F